CC1(OB(OC1(C)C)C=1C=NN(C1)C1CCN(CC1)C(=O)OCCCC)C butyl 4-(4-(4,4,5,5-tetramethyl-1,3,2-dioxaborolan-2-yl)-1H-pyrazole-1-yl)piperidine-1-carboxylate